FC=1C=C2CC3(CCNCC3)CC2=CC1 5-fluoro-1,3-dihydro-spiro[indene-2,4'-piperidine]